((3aR,6aS)-5-(4,6-dimethylpyrimidin-2-yl)hexahydropyrrolo[3,4-c]pyrrol-2(1H)-yl)(2-phenylindolizin-1-yl)methanone CC1=NC(=NC(=C1)C)N1C[C@@H]2[C@H](C1)CN(C2)C(=O)C=2C(=CN1C=CC=CC21)C2=CC=CC=C2